BrC1=CC(=NC(=C1)C)C\C(\C)=N/O (Z)-1-(4-bromo-6-methylpyridin-2-yl)propan-2-one oxime